3-(but-2-yn-1-yl)-5-methyl-2-(piperazin-1-yl)-3,5-dihydro-4H-imidazo[4,5-d]pyridazin-4-one C(C#CC)N1C(=NC=2C=NN(C(C21)=O)C)N2CCNCC2